N1(N=CN=C1)C=1C=C(C=CC1)C=O [3-(1,2,4-triazol-1-yl)phenyl]methanone